(2-(benzo[c][1,2,5]oxadiazol-5-ylmethoxy)-4-((2-bromo-3'-methyl-[1,1'-biphenyl]-3-yl)methoxy)-5-chlorobenzyl)-D-serine N=1ON=C2C1C=CC(=C2)COC2=C(CN[C@H](CO)C(=O)O)C=C(C(=C2)OCC=2C(=C(C=CC2)C2=CC(=CC=C2)C)Br)Cl